C1(=CC=CC=C1)C1CCC=2N1N=C(N2)S(=O)CC(F)(F)F 5-phenyl-2-(2,2,2-trifluoroethylsulfinyl)-6,7-dihydro-5H-pyrrolo[1,2-b][1,2,4]triazole